C1(=CC=CC2=CC=CC=C12)C1=CC=C(C=C1)NC1=CC=C(C=C1)C1=CC=CC=C1 N-[4-(1-naphthyl)phenyl][1,1'-biphenyl]-4-amine